(4-(7-fluoroquinolin-4-yl)piperazin-1-yl)(piperidin-4-yl)methanone FC1=CC=C2C(=CC=NC2=C1)N1CCN(CC1)C(=O)C1CCNCC1